1-(1-Oxo-1,2-dihydroisoquinolin-4-yl)propan-2-yl 4-(5-(trifluoromethyl)pyrimidin-2-yl)piperazine-1-carboxylate FC(C=1C=NC(=NC1)N1CCN(CC1)C(=O)OC(CC1=CNC(C2=CC=CC=C12)=O)C)(F)F